C(C)(C)(C)OC(=O)N1[C@@H](CCC1)C=1N(C(=C(N1)C1=CC=C(C=C1)C(NC1=NC=CC(=C1)C)=O)C(=O)OCC)N(C(C(F)(F)F)=O)C (S)-ethyl 2-(1-(tert-butoxycarbonyl)pyrrolidin-2-yl)-4-(4-((4-methylpyridin-2-yl)carbamoyl)phenyl)-1-(2,2,2-trifluoro-N-methylacetamido)-1H-imidazole-5-carboxylate